1,1-diaminoferrocene [CH]1[CH][CH][C]([CH]1)N.[CH]1[CH][CH][C]([CH]1)N.[Fe]